(S)-2-(α-bromoacetyl)-tetrahydrofuran BrCC(=O)[C@H]1OCCC1